FC1=C(N=CC2=C1N=C(N=C2N2C[C@H]1C[C@H]([C@@H](C2)C1)O)OC[C@]12CCCN2C[C@@H](C1)F)C1=CC(=CC2=CC=CC=C12)OCOC (1R,5R,6R)-3-(8-fluoro-2-(((2R,7aS)-2-fluorohexahydro-1H-pyrrolizin-7a-yl)methoxy)-7-(3-(methoxymethoxy)naphthalen-1-yl)pyrido[4,3-d]pyrimidin-4-yl)-3-azabicyclo[3.2.1]octan-6-ol